4-bromo-5-(4-methoxyphenyl)-1-(methyl-d3)-1H-pyrazole BrC=1C=NN(C1C1=CC=C(C=C1)OC)C([2H])([2H])[2H]